CN1N=CC(=C1[C@H]1C(CN(CC1)C1=CC(=C(C(=N1)C(F)(F)F)C#N)N1CC(C1)N1CCN(CC1)C(C=C)=O)(C)C)C 6-((4R)-4-(1,4-Dimethyl-1H-pyrazol-5-yl)-3,3-dimethyl-1-piperidinyl)-4-(3-(4-(2-propenoyl)-1-piperazinyl)-1-azetidinyl)-2-(trifluoromethyl)-3-pyridinecarbonitrile